OS(=O)(=O)C(F)(F)F.C(C(C)(C)C)(=O)ON O-pivaloyl-hydroxylamine triflate